N-((1s,3s)-3-(6-((4-(4-(2-(1-(2-(4-(2,6-dioxopiperidin-3-yl)phenoxy)acetyl)piperidin-4-yl)acetyl)piperazin-1-yl)phenyl)amino)-9H-purin-9-yl)cyclobutyl)-2-phenylacetamide O=C1NC(CC[C@H]1C1=CC=C(OCC(=O)N2CCC(CC2)CC(=O)N2CCN(CC2)C2=CC=C(C=C2)NC2=C3N=CN(C3=NC=N2)C2CC(C2)NC(CC2=CC=CC=C2)=O)C=C1)=O